tert-butyl 4-[2-benzyloxy-4-[(2,6-dioxo-3-piperidyl)oxy]phenyl]-3,6-dihydro-2H-pyridine-1-carboxylate C(C1=CC=CC=C1)OC1=C(C=CC(=C1)OC1C(NC(CC1)=O)=O)C=1CCN(CC1)C(=O)OC(C)(C)C